benzyl (2-(2-(2-(2-(((3R,4R,5R,6R)-3-acetamido-4,5-dihydroxy-6-((4-(3-methoxyphenyl)-1H-1,2,3-triazol-1-yl)methyl)tetrahydro-2H-pyran-2-yl)oxy)ethoxy) ethoxy)ethoxy)ethyl)carbamate C(C)(=O)N[C@H]1C(O[C@@H]([C@@H]([C@@H]1O)O)CN1N=NC(=C1)C1=CC(=CC=C1)OC)OCCOCCOCCOCCNC(OCC1=CC=CC=C1)=O